(+)-3-hydroxy-9-methoxy-pterocarpan OC=1C=CC=2[C@@H]3OC4=CC(=CC=C4[C@@H]3COC2C1)OC